C(#N)C=1C=CC=2C3=C(NC2C1)C(=C(C=N3)C(=O)NCCC3CC3)NC(C)C 7-cyano-N-(2-cyclopropylethyl)-4-(isopropylamino)-5H-pyrido[3,2-b]indole-3-carboxamide